C1(C(C1=C(C#N)C1=C(C#N)C=CC=C1F)=C(C#N)C1=C(C#N)C=CC=C1F)=C(C#N)C1=C(C#N)C=CC=C1F ((E)-cyclopropane-1,2,3-triylidenetris(cyanomethaneylylidene))tris(3-fluorobenzonitrile)